(1S,4R,5S)-4-(2-((tert-butyloxycarbonyl)amino)-3-methoxy-3-oxopropyl)-3-oxo-2-azabicyclo[3.1.0]hexane-2-carboxylic acid tert-butyl ester C(C)(C)(C)OC(=O)N1[C@H]2C[C@H]2[C@H](C1=O)CC(C(=O)OC)NC(=O)OC(C)(C)C